COC1=NC=C(C(=N1)OC)C1=NC(=NO1)C 5-(2,4-dimethoxy-pyrimidin-5-yl)-3-methyl-1,2,4-oxadiazole